ethyl 6-methoxy-1H-pyrrolo[3,2-c]pyridine-2-carboxylate COC1=CC2=C(C=N1)C=C(N2)C(=O)OCC